N-methyl-N-(3-ethylphenyl)-p-aminophenol CN(C1=CC=C(C=C1)O)C1=CC(=CC=C1)CC